C(#N)C1(CC1)CNC1CCN(CC1)C(CN1N=C(C(=C1)NC(=O)C=1C=NN2C1N=CC=C2)C2=C(C=CC(=C2)SC2CC2)OC(F)F)=O N-[1-[2-[4-[(1-cyanocyclopropyl)methylamino]-1-piperidyl]-2-oxo-ethyl]-3-[5-cyclopropylsulfanyl-2-(difluoromethoxy)phenyl]pyrazol-4-yl]pyrazolo[1,5-a]pyrimidine-3-carboxamide